C1(CC1)C=1C(=CC=2N(N1)C(=CN2)C2=CC=C(C(=N2)N[C@H]2CN(CCC2)C(=O)OC(C)(C)C)C2COC2)OC tert-butyl (R)-3-((6-(6-cyclopropyl-7-methoxyimidazo[1,2-b]pyridazin-3-yl)-3-(oxetan-3-yl)pyridin-2-yl)amino)piperidine-1-carboxylate